CC1=CC=2C(=NC=3C=C(C=CC3C2N1C)C1=NNC=C1)N dimethyl-7-(1H-pyrazol-3-yl)-1H-pyrrolo[3,2-c]quinolin-4-amine